NC1=NC(=C2N=CN(C2=N1)[C@H]1C=C[C@H](C1)COP(=O)(OC1=CC=C(C=C1)Cl)N[C@@H](C)C(=O)OCC)Cl Ethyl ((((1S,4R)-4-(2-amino-6-chloro-9H-purin-9-yl)cyclopent-2-en-1-yl) methoxy)(4-chlorophenoxy)phosphoryl)-L-alaninate